1-(3-ethoxy-3-oxopropyl)-3-(4-fluorobenzoyl)-1H-pyrrole C(C)OC(CCN1C=C(C=C1)C(C1=CC=C(C=C1)F)=O)=O